[6-(4-cyclopropylimidazol-1-yl)-2-azaspiro[3.3]heptan-2-yl]-(5,6-difluoro-3-pyridinyl)methanone C1(CC1)C=1N=CN(C1)C1CC2(CN(C2)C(=O)C=2C=NC(=C(C2)F)F)C1